C(C)(C)(C)N1CC(CCC1)C1=CC(=CC=C1)C1=NC(=NC=C1F)Cl tert-butyl-3-(3-(2-chloro-5-fluoropyrimidin-4-yl)phenyl)piperidine